2-methyl-N-{(1S)-1-[3-(methyloxy)phenyl]ethyl}pyrimidin CC1N(C=CC=N1)[C@@H](C)C1=CC(=CC=C1)OC